C1CN(CCC2C13C1=CC=CC=C1CC2NCC3)C(=O)OC(C)(C)C tert-butyl 1,2,5,5a,6,7-hexahydro-6,11b-(epiminoethano)naphtho[1,2-d]azepine-3(4H)-carboxylate